N-(chloro(dimethylamino)methylene)-N-methylammonium ClC(=[NH+]C)N(C)C